(1S,3S)-aminocyclopentan-1-ol NC1(CCCC1)O